C(C)(C)(C)C=1C=C(C=C(C1C(=O)O)C(C)(C)C)CCC(=O)OCC(COC(CCC1=CC(=C(C(=C1)C(C)(C)C)C(=O)O)C(C)(C)C)=O)(COC(CCC1=CC(=C(C(=C1)C(C)(C)C)C(=O)O)C(C)(C)C)=O)COC(CCC1=CC(=C(C(=C1)C(C)(C)C)C(=O)O)C(C)(C)C)=O pentaerythritol tetrakis[β-(3,5-di-tert-butyl-4-carboxyphenyl) propionate]